OC1=C(C=CC(=C1)C(F)(F)F)C=1N(C=2C(=NC(=C(C2)C#N)OC)N1)C 2-(2-hydroxy-4-(trifluoromethyl)phenyl)-5-methoxy-1-methyl-1H-imidazo[4,5-b]pyridine-6-carbonitrile